7-amino-N-((1S,2S)-2-cyanocyclopentyl)-6-methyl-N-((5-(trifluoromethyl)-2-pyridinyl)methyl)-1,8-naphthyridine-3-carboxamide NC1=C(C=C2C=C(C=NC2=N1)C(=O)N(CC1=NC=C(C=C1)C(F)(F)F)[C@@H]1[C@H](CCC1)C#N)C